6-(4-Chlorophenyl)-N-(1,3-dihydroxypropan-2-yl)-3-oxo-2-(pyridin-3-yl)-2,3-dihydropyridazine-4-carboxamide ClC1=CC=C(C=C1)C=1C=C(C(N(N1)C=1C=NC=CC1)=O)C(=O)NC(CO)CO